OCC[N-]C 2-hydroxyethylmethylamide